FC1=C(C=CC(=C1)I)NN1C(C2=CC=NC=C2CC1)=O ((2-fluoro-4-iodophenyl)amino)-3,4-dihydro-2,6-naphthyridin-1(2H)-one